C(C)(C)(C)[Si](C)(C)OC=1C=C(C=CC1)C1=CC=C(C=C1)OC tert-butyl-((4'-methoxy-[1,1'-biphenyl]-3-yl)oxy)dimethylsilane